1-(4-(4-((8-methyl-2,3-dihydro-1H-pyrido[2,3-b][1,4]oxazin-7-yl)amino)-2-oxo-1,2-dihydropyridine-3-carboxamido)phenyl)piperidine-4-carboxylic acid CC1=C(C=NC=2OCCNC21)NC2=C(C(NC=C2)=O)C(=O)NC2=CC=C(C=C2)N2CCC(CC2)C(=O)O